1-(2-fluoroethyl)-3-methyl-1H-pyrazole-5-carboxylic acid ethyl ester C(C)OC(=O)C1=CC(=NN1CCF)C